(3,4-dihydroquinolin-1(2H)-yl)(5-(4-methyl-1H-pyrazol-1-yl)pyridin-3-yl)methanone N1(CCCC2=CC=CC=C12)C(=O)C=1C=NC=C(C1)N1N=CC(=C1)C